methyl 2-[3-(difluoromethyl)-2-(3,5-difluorophenyl)pyridin-4-yl]acetate FC(C=1C(=NC=CC1CC(=O)OC)C1=CC(=CC(=C1)F)F)F